2S-acetamido-3R,4R,5S,14R-tetrahydroxyeicos-6E-enoic acid CCCCCC[C@H](CCCCCC/C=C/[C@@H]([C@H]([C@@H]([C@@H](C(=O)O)NC(=O)C)O)O)O)O